2-((3,5-bis(trifluoromethyl) phenyl) carbamoyl)-4-chlorophenyl dihydrogen phosphate P(=O)(OC1=C(C=C(C=C1)Cl)C(NC1=CC(=CC(=C1)C(F)(F)F)C(F)(F)F)=O)(O)O